2-(1-(4-amino-3-(quinolin-3-yl)-1H-pyrazolo[3,4-d]pyrimidin-1-yl)ethyl)-3-cyclopentyl-5-fluoroquinazolin-4(3H)-one NC1=C2C(=NC=N1)N(N=C2C=2C=NC1=CC=CC=C1C2)C(C)C2=NC1=CC=CC(=C1C(N2C2CCCC2)=O)F